OC1=C(N(N=C1C)CCN1N=CC=N1)C1=NNC(=N1)C1=NC(=CC2=C1C=NN2C)C(=O)N 4-[3-[4-Hydroxy-5-methyl-2-[2-(triazol-2-yl)ethyl]pyrazol-3-yl]-1H-1,2,4-triazol-5-yl]-1-methyl-pyrazolo[4,3-c]pyridine-6-carboxamide